C1(CCCC1)C1=C(C=NC=2N1N=CC2)NC(=O)NC=2C=C(C(=NC2)C2=NOC(=N2)C(C(=O)O)CCC)C {3-[5-({[(7-cyclopentylpyrazolo[1,5-a]pyrimidin-6-yl)amino]carbonyl}amino)-3-methylpyridin-2-yl]-1,2,4-oxadiazol-5-yl}pentanoic acid